C(C)C1=CC2=C(C(C=3NC4=CC(=CC=C4C3C2=O)C#C[Si](C)(C)C)(C)C)C=C1N1CCN(CC1)C(=O)O 4-(9-ethyl-6,6-dimethyl-11-oxo-3-((trimethylsilyl)ethynyl)-6,11-dihydro-5H-benzo[b]carbazol-8-yl)piperazine-1-carboxylic acid